FC1=C(C(=C(C=C1OC)OC)F)C1=CC2=C(N=C(N=C2)SC)C(=N1)N1CC(OC(C1)C)C 4-(6-(2,6-difluoro-3,5-dimethoxyphenyl)-2-(methylthio)pyrido[3,4-d]pyrimidin-8-yl)-2,6-dimethylmorpholine